COC=1C=C(C=CC1OC)C1=CC=NC=2N1N=C(C2)C(=O)N(C2=CC=C(C=C2)C(=O)N2CCOCC2)C 7-(3,4-dimethoxyphenyl)-N-methyl-N-(4-(morpholine-4-carbonyl)phenyl)pyrazolo[1,5-a]pyrimidine-2-carboxamide